[Si](C)(C)(C(C)(C)C)CC1=CC(=CC=N1)C1=CN=C2N1N=C(C=C2)Cl 3-(6-tert-Butyldimethylsilanylmethyl-pyridin-4-yl)-6-chloroimidazo[1,2-b]pyridazine